1-(4Z,7Z,10Z,13Z,16Z,19Z-docosahexaenoyl)-2-tridecanoyl-glycero-3-phosphocholine C(C=C\C=C/C=C\C=C\C=C/C=C\CCCCCCCCC)(=O)OCC(OC(CCCCCCCCCCCC)=O)COP(=O)([O-])OCC[N+](C)(C)C